C(C)(C)(C)OC(=O)N1[C@H](CNCC1)C (2S)-2-methylpiperazin-1-yl-carboxylic acid tert-butyl ester